zinc bis(dithiocarbamate) C(N)([S-])=S.C(N)([S-])=S.[Zn+2]